(3aR,5s,6aS)-N-(2-(8-methylimidazo[1,5-a]pyridin-3-yl)propan-2-yl)octahydrocyclopenta[c]pyrrole-5-carboxamide hydrochloride Cl.CC=1C=2N(C=CC1)C(=NC2)C(C)(C)NC(=O)C2C[C@@H]1[C@@H](CNC1)C2